ethoxysilane Methyl-L-Prolinate Hydrochloride Cl.CN1[C@@H](CCC1)C(=O)O.C(C)O[SiH3]